IC1=CC(=NC(=C1)N1CCOCC1)N1C(C(C1)O)C 1-[4-iodo-6-(morpholin-4-yl)pyridin-2-yl]-2-methylazetidin-3-ol